4-(2-methoxy-4-(4,4,5,5-tetramethyl-1,3,2-dioxaborolan-2-yl)phenoxy)piperidine COC1=C(OC2CCNCC2)C=CC(=C1)B1OC(C(O1)(C)C)(C)C